FC(CCCCCCOC(CCC(=O)O)OCCCCCCC(C(F)(F)F)(F)F)(C(F)(F)F)F 4,4-bis((7,7,8,8,8-pentafluorooctyl)oxy)butyric acid